(5-fluoro-1H-indol-3-yl)-3,3-dimethyl-2-carbonyl-1-((5-(trifluoromethyl)thiophen-3-yl)methyl)indoline-6-carboxamide FC=1C=C2C(=CNC2=CC1)C1=C2C(C(N(C2=CC(=C1)C(=O)N)CC1=CSC(=C1)C(F)(F)F)=C=O)(C)C